OCC1CC2C(C(=NO2)C=2C=CC(=C(C(=O)OC)C2)OC)C1 Methyl 5-(5-(hydroxymethyl)-3a,5,6,6a-tetrahydro-4H-cyclopenta[d]isoxazol-3-yl)-2-methoxybenzoate